OC(=O)C(F)(F)F.FC=1C(=C2C(=C(NC2=C(C1)C(=O)N)C(F)(F)F)C)CC1CCNCC1 5-fluoro-3-methyl-4-(piperidin-4-ylmethyl)-2-(trifluoromethyl)-1H-indole-7-carboxamide TFA salt